C(=O)OCCSCCC1=CC=C(C=C1)CC1=NOC(=C1)C=1C(=NC=CC1)N 2-((4-((5-(2-aminopyridin-3-yl)isoxazol-3-yl)methyl)phenethyl)thio)ethyl formate